neopentyl glycol hydroxypivalate Acrylate C(C=C)(=O)OCC(COC(C(CO)(C)C)=O)(C)C